N-(5-(6-bromo-1-oxo-3,4-dihydroisoquinolin-2(1H)-yl)-2-((2-methoxyethoxy)methoxy)phenyl)methanesulfonamide methyl-tetrahydro-2H-thiopyran-4-carboxylate COC(=O)C1CCSCC1.BrC=1C=C2CCN(C(C2=CC1)=O)C=1C=CC(=C(C1)NS(=O)(=O)C)OCOCCOC